dimethylaminoacetamide maleate C(\C=C/C(=O)O)(=O)O.CN(C)CC(=O)N